C(C)(C)(C)NCC1CNCC1 tert-butyl(pyrrolidin-3-ylmethyl)amine